COC(C(CNC1=C(C=C(C=C1)Br)F)(C)C)=O ((4-bromo-2-fluorophenyl)amino)-2,2-dimethylpropionic acid methyl ester